1-(3-(4-(4-amino-7-methyl-5-(4-((6-methylpyridin-2-yl)oxy)phenyl)-7H-pyrrolo[2,3-d]pyrimidin-6-yl)-1H-pyrazol-1-yl)piperidin-1-yl)prop-2-en-1-one NC=1C2=C(N=CN1)N(C(=C2C2=CC=C(C=C2)OC2=NC(=CC=C2)C)C=2C=NN(C2)C2CN(CCC2)C(C=C)=O)C